(5-norbornen-2-yl(ethyl))-1,1-dimethylsilane C12C(CC(C=C1)C2)CC[SiH](C)C